Methoxyethylmaleimide COCCC=1C(=O)NC(C1)=O